1-[4-[4-[[3-(3-chloro-4-methoxyphenyl)imidazo[1,2-a]pyrazin-8-yl]amino]-2-methylbenzoyl]piperazin-1-yl]-2-(methylamino)ethanone ClC=1C=C(C=CC1OC)C1=CN=C2N1C=CN=C2NC2=CC(=C(C(=O)N1CCN(CC1)C(CNC)=O)C=C2)C